4-(((3'-chloro-7',8'-dihydro-5'H-spiro[cyclohexane-1,6'-pyrazolo[5,1-b]quinazoline]-9'-yl)amino)methyl)benzenesulfonamide ClC=1C=NN2C1N=C1CC3(CCC1=C2NCC2=CC=C(C=C2)S(=O)(=O)N)CCCCC3